(S)-3-([8,8'-bichroman]-5-yl)-2-(2,6-dichlorobenzamido)propionic acid O1CCCC2=C(C=CC(=C12)C=1C=CC=C2CCCOC12)C[C@@H](C(=O)O)NC(C1=C(C=CC=C1Cl)Cl)=O